1,4-dideoxy-1,4-imino-D-arabinitol N1C[C@@H](O)[C@H](O)[C@H]1CO